C(C)OC(=O)C=1C(=NN(C1)CC=1C=NC(=CC1)C(F)(F)F)Br 3-bromo-1-((6-(trifluoromethyl)pyridin-3-yl)methyl)-1H-pyrazole-4-carboxylic acid ethyl ester